FC(C1=NC(=NO1)C1=CC=C(CNC=2C=NC=CC2)C=C1)(F)F N-{4-[5-(trifluoromethyl)-1,2,4-oxadiazol-3-yl]benzyl}pyridin-3-amine